8-Chloro-4-[7-fluoro-2-(oxan-2-yl)indazol-4-yl]-6-iodo-3-pyridin-1-ium-1-yl-1H-benzo[h]quinolin-2-one ClC=1C=CC=2C(=C(C=C3C(=C(C(NC23)=O)[N+]2=CC=CC=C2)C=2C3=CN(N=C3C(=CC2)F)C2OCCCC2)I)C1